C(C=C)(=O)OCCCBr bromo-1-propyl acrylate